N-[5-chloro-4-(difluoromethoxy)-2-fluorophenyl]-5-phenyl-1H-pyrrole-3-sulfonamide ClC=1C(=CC(=C(C1)NS(=O)(=O)C1=CNC(=C1)C1=CC=CC=C1)F)OC(F)F